(2R,5S)-tert-butyl-4-((3R)-9-chloro-10-(2,4-difluorophenyl)-5-oxo-3-(3-oxopropyl)-3,5-dihydro-2H-[1,4]oxazino[2,3,4-ij]quinazolin-7-yl)-2,5-dimethylpiperazine-1-carboxylate C(C)(C)(C)OC(=O)N1[C@@H](CN([C@H](C1)C)C1=NC(N2C3=C(C(=C(C=C13)Cl)C1=C(C=C(C=C1)F)F)OC[C@H]2CCC=O)=O)C